BrC1=CC=C(C=C1)NC(C1=CC(=CC=C1)S(NC1=C(C=CC(=C1)C(F)(F)F)Cl)(=O)=O)=O N-(4-bromophenyl)-3-(N-(2-chloro-5-(trifluoromethyl)phenyl)sulfamoyl)benzamide